ClC=1C(=C2C=NNC2=C(C1F)NC(C)C)C=1C=CC=2N(C1)C=C(N2)NC(=O)[C@H]2[C@H](C2)F (1S,2S)-N-(6-(5-chloro-6-fluoro-7-(isopropylamino)-1H-indazol-4-yl)imidazo[1,2-a]pyridin-2-yl)-2-fluorocyclopropane-1-carboxamide